FC(CCCCO)(F)F 5,5,5-trifluoro-1-pentanol